3-Amino-N-(3-cyano-4-fluoro-1H-indol-7-yl)-1-ethyl-pyrazol-4-sulfonamid NC1=NN(C=C1S(=O)(=O)NC=1C=CC(=C2C(=CNC12)C#N)F)CC